CC1(OB(OC1(C)C)C1=CC=C(C=C1)N1CCN(CC1)C=1C=CC(=NC1)C(C)(C)O)C 2-(5-(4-(4-(4,4,5,5-tetramethyl-1,3,2-dioxaborolan-2-yl)phenyl)piperazin-1-yl)pyridin-2-yl)propan-2-ol